FC(C=1C(=CN(C(C1)=O)C)C(=O)NC1=C(C=C(C(=C1)C=1SC=C(N1)CN1CCOCC1)F)N1C[C@H](N([C@H](C1)C)C)C)F 4-(difluoromethyl)-N-[4-fluoro-5-[4-(morpholin-4-ylmethyl)-1,3-thiazol-2-yl]-2-[(3R,5S)-3,4,5-trimethylpiperazin-1-yl]phenyl]-1-methyl-6-oxopyridine-3-carboxamide